N-(4-(1H-imidazol-1-yl)benzyl)-N-(3-methoxybenzyl)-3-((2-morpholinoethoxy)methyl)aniline N1(C=NC=C1)C1=CC=C(CN(C2=CC(=CC=C2)COCCN2CCOCC2)CC2=CC(=CC=C2)OC)C=C1